C(C)(C)(C)OC(=O)N1CCCC2=CC=C(N=C12)CCI 7-(2-iodoethyl)-3,4-dihydro-1,8-naphthyridine-1(2H)-carboxylic acid tert-butyl ester